COCCNC1=NC(=NC=C1C(=O)N)NC=1C=NN(C1)C 4-((2-methoxyethyl)amino)-2-((1-methyl-1H-pyrazol-4-yl)amino)pyrimidin-5-carboxamide